N-(4-((9H-Fluoren-2-yl)amino)-2-(naphthalen-2-yl)quinazolin-6-yl)-4-(tert-butyl)benzamide C1=C(C=CC=2C3=CC=CC=C3CC12)NC1=NC(=NC2=CC=C(C=C12)NC(C1=CC=C(C=C1)C(C)(C)C)=O)C1=CC2=CC=CC=C2C=C1